N1=CC(=CC=C1)COC=1C=C(C=CC1)B(O)O [3-(PYRIDIN-3-YLMETHOXY)PHENYL]BORANEDIOL